ClC1=CC=C(COC2=NN=C(S2)NC(C2=C(N=CC=C2)N2CCOCC2)=O)C=C1 N-(5-((4-chlorobenzyl)oxy)-1,3,4-thiadiazol-2-yl)-2-morpholinonicotinamide